2-(trimethylsilyl)ethyl 4-(1-(((benzyloxy)carbonyl)amino)ethyl)-1-(4-isopropylphenyl)-3-(2-methoxy-2-oxoethyl)-1,4,6,7-tetrahydro-5H-pyrazolo[4,3-c]pyridine-5-carboxylate C(C1=CC=CC=C1)OC(=O)NC(C)C1N(CCC2=C1C(=NN2C2=CC=C(C=C2)C(C)C)CC(=O)OC)C(=O)OCC[Si](C)(C)C